2-oxo-3-pyrrolidinecarboxamide O=C1NCCC1C(=O)N